C[C@@]1([C@@H]2[C@@H]3C[C@@H]4C[C@@]2(C=C(C1=O)O)[C@H]([C@@]4(O3)C)O)CCC(=O)NC5=C(C=CC(=C5O)C(=O)O)O The molecule is an aromatic amine and a monohydroxybenzoic acid. It has a role as a metabolite. It derives from a salicylic acid.